C(#N)C=1C=C(C=CC1)C1=NN2C(N=C(C=C2)C(=O)N[C@H](C(C)(C)O)C)=C1 2-(3-cyanophenyl)-N-[(1S)-2-hydroxy-1,2-dimethyl-propyl]Pyrazolo[1,5-a]Pyrimidine-5-carboxamide